C(C)(C)(C)C=1C=C(C=C(C1O)C(C)(C)C)C(=O)O 3,5-di-tert-butyl-4-hydroxy-phenyl-carboxylic acid